3-[(3-hydroxybutan-2-yl)oxy]-5-(5-methyl-1,3-thiazol-2-yl)-N-{(1R)-1-[6-(trifluoromethyl)pyridazin-3-yl]ethyl}benzamide OC(C(C)OC=1C=C(C(=O)N[C@H](C)C=2N=NC(=CC2)C(F)(F)F)C=C(C1)C=1SC(=CN1)C)C